IC=1C=C(COC(C2=CC=C(C(=C2)C(F)(F)F)C=CC=2C(=C(C=CC2)C2=CC=CC=C2)C)C2(NCCCC2)C(=O)O)C=CC1 2-((3-Iodobenzyloxy)-4-(2-(2-methyl-[1,1'-biphenyl]-3-yl)vinyl)-5-(trifluoromethyl)benzyl)piperidine-2-carboxylic acid